FCC(CC(=O)[O-])O 4-fluoro-3-hydroxybutyrate